[2-[[5-(4-methylpiperazin-1-yl)pyridin-2-yl]amino]-8-thiophen-3-ylpyrido[3,4-d]pyrimidin-6-yl]methanol CN1CCN(CC1)C=1C=CC(=NC1)NC=1N=CC2=C(N1)C(=NC(=C2)CO)C2=CSC=C2